N-(6-amino-5-methyl-3-pyridyl)-2-[(2S,5R)-2,5-dimethyl-1-piperidyl]-2-oxo-acetamide NC1=C(C=C(C=N1)NC(C(=O)N1[C@H](CC[C@H](C1)C)C)=O)C